OC1=CC=C(C=2C(C3=CC=CC=C3C(C12)=O)=O)NC1=CC=C(C=C1)C 1-hydroxy-4-[4-methylphenylamino]-9,10-anthracenedione